2,2-dimethyl-4-(1-(9-methyl-2-(trifluoromethyl)pyrido[3,2-e][1,2,4]triazolo[4,3-a]pyrimidin-5-yl)-1,2,3,5-tetrahydrobenzo[e][1,4]oxazepin-6-yl)but-3-ynenitrile CC(C#N)(C#CC1=CC=CC=2N(CCOCC21)C2=NC=1N(C3=C2C=CC(=N3)C(F)(F)F)C(=NN1)C)C